9-Ethyl-6,6-dimethyl-8-(4-methyl-piperazin-1-yl)-11-oxo-6,11-dihydro-5H-benzo[b]carbazole-3-carbonitrile C(C)C1=CC2=C(C(C=3NC4=CC(=CC=C4C3C2=O)C#N)(C)C)C=C1N1CCN(CC1)C